NC1=NC(N(C=C1F)[C@@H]1O[C@@]([C@H]([C@@H]1F)O)(CO)CF)=O 4-amino-5-fluoro-1-((2R,3S,4R,5R)-3-fluoro-5-(fluoromethyl)-4-hydroxy-5-(hydroxymethyl)tetrahydrofuran-2-yl)pyrimidin-2(1H)-one